tert-butyl (R)-4-((R)-3-amino-3-(4-chlorobenzyl)piperidin-1-yl)-3-benzyl-4-oxobutanoate N[C@@]1(CN(CCC1)C([C@@H](CC(=O)OC(C)(C)C)CC1=CC=CC=C1)=O)CC1=CC=C(C=C1)Cl